FC1=CC=C2C3(CN(C2=C1)C(=O)C=1C=C2CN(C(C2=CC1)=O)C1C(NC(CC1)=O)=O)CCC3 3-(5-(6'-fluorospiro[cyclobutane-1,3'-indoline]-1'-carbonyl)-1-oxoisoindolin-2-yl)piperidine-2,6-dione